FC=1C(=NC=C(C1)C(F)(F)F)CC1CC2(CN(C2)C(=O)N2CC3(C2)CC(C3)C3=NN=C(N3)C3(CC3)O)C1 [6-[[3-fluoro-5-(trifluoromethyl)-2-pyridyl]methyl]-2-azaspiro[3.3]heptan-2-yl]-[6-[5-(1-hydroxycyclopropyl)-4H-1,2,4-triazol-3-yl]-2-azaspiro[3.3]heptan-2-yl]methanone